3-Methyl-pyruvic acid CCC(C(=O)O)=O